CC1CC(C2=C(CC1)C=C(C=C2)C(=O)OC)=O methyl 7-methyl-5-oxo-6,7,8,9-tetrahydro-5H-benzo[7]annulene-2-carboxylate